isopropyl 1-(4-((4,4-difluorocyclohexyl)amino)-6-methylpyrimidin-2-yl)-1H-pyrazole-3-carboxylate FC1(CCC(CC1)NC1=NC(=NC(=C1)C)N1N=C(C=C1)C(=O)OC(C)C)F